N-[3-(7-{[(3S,4R)-3-fluoro-1-methylpiperidin-4-yl]amino}-3-(2,2,2-trifluoroethyl)pyrazolo[1,5-a]pyridin-2-yl)prop-2-yn-1-yl]cyclopropylcarboxamide F[C@H]1CN(CC[C@H]1NC1=CC=CC=2N1N=C(C2CC(F)(F)F)C#CCNC(=O)C2CC2)C